1-{4-[4-(3-phenylprop-2-en-1-yl)piperazine-1-sulfonyl]phenyl}-3-(pyridin-3-ylmethyl)urea C1(=CC=CC=C1)C=CCN1CCN(CC1)S(=O)(=O)C1=CC=C(C=C1)NC(=O)NCC=1C=NC=CC1